2-[[(1R)-1-(3-Acetyl-6-methyl-4-oxo-2-phenyl-chromen-8-yl)ethyl]amino]benzoic acid C(C)(=O)C1=C(OC2=C(C=C(C=C2C1=O)C)[C@@H](C)NC1=C(C(=O)O)C=CC=C1)C1=CC=CC=C1